CN1N=C(C=C1)C(OC=1C=C2CNC(C2=CC1)=O)([2H])[2H] 5-((1-methyl-1H-pyrazol-3-yl)methoxy-d2)isoindolin-1-one